C[C@]1([C@@H](C(CC1)=C)C)CC(=O)OCC |o1:1,2| ethyl (1R*,2R*)-(1,2-dimethyl-3-methylenecyclopentyl)acetate